I(=O)(=O)(=O)O.C1=CC=CC=C1C(=O)OO Perbenzoic acid, periodate salt